N-(4-cyano-2,3-difluoro-phenyl)-5-(2-pyridyl)-1H-pyrrole-3-sulfonamide C(#N)C1=C(C(=C(C=C1)NS(=O)(=O)C1=CNC(=C1)C1=NC=CC=C1)F)F